2,2-bis(aminoethoxy)propane methyl-2-(((1R,2R)-2-((tert-butoxycarbonyl)amino)cyclopentyl)oxy)-6-fluoro-4-methylbenzoate COC(C1=C(C=C(C=C1F)C)O[C@H]1[C@@H](CCC1)NC(=O)OC(C)(C)C)=O.NCCOC(C)(C)OCCN